[N+](=O)([O-])C=1C=C(C=CC1[N+](=O)[O-])N1CC(OCC1)C(F)(F)F 4-(3,4-dinitrophenyl)-2-(trifluoromethyl)morpholine